BrC=1C=C(C=CC1)C1(CC1)C=1NC(C=2CN(CCCC2N1)C(=O)OC(C)(C)C)=O tert-butyl 2-(1-(3-bromophenyl)cyclopropyl)-4-oxo-3,4,5,7,8,9-hexahydro-6H-pyrimido[5,4-c]azepine-6-carboxylate